S-(dimethylarsino)-3-mercapto-1,2-propyl diacetate CC(=O)OCC(CS[As](C)C)OC(=O)C